7-bromo-2-chloro-8-fluoro-6-iodo-N,N-dimethyl-quinazolin-4-amine BrC1=C(C=C2C(=NC(=NC2=C1F)Cl)N(C)C)I